5h-pyrazolo[1,2-a]pyrazol-1-one C1(C=CN2N1C=CC2)=O